2-((E)-2-(furan-2-yl)vinyl)cyclopropane-1,1-dicarboxylic acid methyl ester COC(=O)C1(C(C1)\C=C\C=1OC=CC1)C(=O)O